C(C)(=O)NC=1C=C(C(=O)NCCOC2=C(C=C(C=C2)OC(F)(F)F)Cl)C=CN1 2-acetamido-N-(2-(2-chloro-4-(trifluoromethoxy)phenoxy)ethyl)isonicotinamide